BrC=1C(=C(C=CC1)S)F 3-bromo-2-fluoro-benzenethiol